4-{4-[cyclopropyl(4-fluorophenyl)methyl]piperazin-1-yl}-1,6-dimethyl-2-oxo-1,2-dihydro-1,5-naphthyridine-3-carbonitrile C1(CC1)C(N1CCN(CC1)C1=C(C(N(C2=CC=C(N=C12)C)C)=O)C#N)C1=CC=C(C=C1)F